O1COC2=C1C=CC(=C2)CN2CC1N(C(C3=C(NC1=O)C=CC(=C3)Br)=O)CC2 2-(benzo[d][1,3]dioxol-5-ylmethyl)-8-bromo-1,3,4,12a-tetrahydrobenzo[e]pyrazino[1,2-a][1,4]diazepine-6,12(2H,11H)-dione